(7-(3-chloro-2-cyclopropyl-5-(methoxymethoxy)phenyl)-6,8-difluoro-2-((tetrahydro-1H-pyrrolizin-7a(5H)-yl)methoxy)quinazolin-4-yl)tetrahydropyrrolo[3,4-c]pyrrole-1,3(2H,3aH)-dione ClC=1C(=C(C=C(C1)OCOC)C1=C(C=C2C(=NC(=NC2=C1F)OCC12CCCN2CCC1)N1C(C2CNCC2C1=O)=O)F)C1CC1